FC(C(=O)O)(F)F.C1=2C=C(C=CC2CC1)C1CC(C1)NC 3-(bicyclo[4.2.0]octa-1(6),2,4-trien-3-yl)-N-methylcyclobutan-1-amine, trifluoroacetate salt